CN(C)CC=1C=C(C=NC1)C=1C=CC=C2C(=NC=NC12)N[C@H](CN1CCN(CC1)S(=O)(=O)C1=C(N=C(S1)NC(OC)=O)C)C methyl N-[5-({4-[(2S)-2-[(8-{5-[(dimethylamino)methyl]pyridin-3-yl}quinazolin-4-yl)amino]propyl]piperazin-1-yl}sulfonyl)-4-methyl-1,3-thiazol-2-yl]carbamate